N-(1-(1-((6-bromo-2-(2,6-dioxopiperidin-3-yl)-1-oxoisoindolin-5-yl)methyl)piperidin-4-yl)-3-(difluoromethyl)-1H-pyrazol-4-yl)-5-morpholinopyrazolo[1,5-a]pyrimidine-3-carboxamide BrC1=C(C=C2CN(C(C2=C1)=O)C1C(NC(CC1)=O)=O)CN1CCC(CC1)N1N=C(C(=C1)NC(=O)C=1C=NN2C1N=C(C=C2)N2CCOCC2)C(F)F